(±)-methyl 2-((3,4-dimethoxystyryl)oxy)propanoate COC=1C=C(C=CO[C@@H](C(=O)OC)C)C=CC1OC |r|